C(C)N(C=1C(=C(C=C(C1)C1=CC=C(C=C1)CN1CCOCC1)N1C(C(CC1=O)C=1C(=NC(=CC1C)C)OC)=O)C)C1CCOCC1 1-(5-(ethyl-(tetrahydro-2H-pyran-4-yl)amino)-4-methyl-4'-(morpholinomethyl)-[1,1'-biphenyl]-3-yl)-3-(2-methoxy-4,6-dimethylpyridin-3-yl)pyrrolidine-2,5-dione